ClC1=CC(=C(C=N1)C1=NC=C(C=C1)S(=O)(=O)C)NC1CCC(CC1)NCCF (1s,4s)-N1-(6'-Chloro-5-(methylsulfonyl)-[2,3'-bipyridin]-4'-yl)-N4-(2-fluoroethyl)cyclohexane-1,4-diamine